2,3,6,2',3',4',6'-Hepta-O-acetyl-1-thio-lactose C(C)(=O)O[C@H]1C(S)O[C@@H]([C@H]([C@@H]1OC(C)=O)O[C@H]1[C@H](OC(C)=O)[C@@H](OC(C)=O)[C@@H](OC(C)=O)[C@H](O1)COC(C)=O)COC(C)=O